NC(C(C(=O)O)(N)N)(C)N tetraaminobutyric acid